FC1=CC=C2C(NC(=NC2=C1)N1N=C(C=C1C1=C(C(=O)N)C=CC=C1C)C)=O (1-(7-fluoro-4-oxo-3,4-dihydroquinazolin-2-yl)-3-methyl-1H-pyrazol-5-yl)-3-methylbenzamide